CC=1C=CC2=C(C(=NO2)C(=O)OCC)C1 ethyl 5-methylbenzo[d]isoxazole-3-carboxylate